methyl (R)-4-(2-((R)-1,2-difluoroethyl)-3,5-difluorophenyl)-2-(fluoromethyl)-5-oxo-1,4,5,7-tetrahydrofuro[3,4-b]pyridine-3-carboxylate F[C@@H](CF)C1=C(C=C(C=C1F)F)[C@@H]1C2=C(NC(=C1C(=O)OC)CF)COC2=O